5-fluoroindole-2,3-dione FC=1C=C2C(C(NC2=CC1)=O)=O